1-(N,N-dimethylamino)pyrene CN(C)C1=CC=C2C=CC3=CC=CC4=CC=C1C2=C34